(1R,4R,7R)-2-{2-[1-(cyclopropylmethyl)-6-[(pyridin-4-yl)amino]-1H-pyrrolo[2,3-b]pyridin-2-yl]-7-methoxy-1-methyl-1H-1,3-benzodiazole-5-carbonyl}-2-azabicyclo[2.2.1]heptan-7-amine C1(CC1)CN1C(=CC=2C1=NC(=CC2)NC2=CC=NC=C2)C2=NC1=C(N2C)C(=CC(=C1)C(=O)N1[C@@H]2CC[C@H](C1)[C@H]2N)OC